COC1=CC=C(C=C1)CN1C[C@H]([C@H](CC1)C)C(O)C1=C2C(=NC=C1OC)N(C=C2)[Si](C(C)C)(C(C)C)C(C)C [cis-1-[(4-methoxyphenyl)methyl]-4-methyl-3-piperidyl]-(5-methoxy-1-triisopropylsilyl-pyrrolo[2,3-b]pyridin-4-yl)methanol